CN1C2=C(OCC1=O)N=CNC2=O 5-methyl-3H,4H,5H,6H,7H-pyrimido[4,5-b][1,4]oxazine-4,6-dione